2-(2-(2-(2-methoxyethoxy)ethoxy)ethoxy)-5H-benzo[b]carbazole-6,11-dione COCCOCCOCCOC=1C=C2C=3C(C4=C(C(C3NC2=CC1)=O)C=CC=C4)=O